4-(cyanomethyl)-2,3,5-trifluoro-6-(trifluoromethyl)benzonitrile C(#N)CC1=C(C(=C(C#N)C(=C1F)C(F)(F)F)F)F